C1(CCCCCCCCCCCCCC1)CC(=O)OCCCCCC(CCCCCOC(CC1CCCCCCCCCCCCCC1)=O)N(C)CCCCO[Si](C1=CC=CC=C1)(C1=CC=CC=C1)C(C)(C)C.BrC1=CC(=C(C=C1)Cl)COC 4-bromo-1-chloro-2-(methoxymethyl)benzene 6-((4-((tert-Butyldiphenylsilyl)oxy)butyl)(methyl)amino)undecane-1,11-diyl bis(2-cyclopentadecylacetate)